C(=C)[Sn](C=C)(C=C)C=C tetravinyl-tin (IV)